1,4-bis-(4-chlorobenzoyl)benzene tert-butyl-5-(2-((4-chloro-2-fluorobenzyl)oxy)pyrimidin-4-yl)-3,4,5,6-tetrahydropyrrolo[3,4-c]pyrrole-2(1H)-carboxylate C(C)(C)(C)OC(=O)N1CC=2CN(CC2C1)C1=NC(=NC=C1)OCC1=C(C=C(C=C1)Cl)F.ClC1=CC=C(C(=O)C2=CC=C(C=C2)C(C2=CC=C(C=C2)Cl)=O)C=C1